C(C1=CC=CC=C1)N1C[C@@]2(N(CC[C@@H]2C2=CC=C(C=C2)Br)CC(F)(F)F)C2=CC=CC=C12 (3S,3'R)-1-benzyl-3'-(4-bromophenyl)-1'-(2,2,2-trifluoroethyl)spiro[indoline-3,2'-pyrrolidine]